Amino-capronitril NC(C#N)CCCC